CC(CCCCCCCC)=O n-decaneOne